BrC1=C(C=C2N=CC=3N(C(N4C(COC1=C2C34)CO)=O)C)OC 7-bromo-6-methoxy-10-hydroxymethyl-2-methyl-9,10-dihydro-8-oxa-2,4,10a-triazanaphtho[2,1,8-cde]Azulene-1(2H)-one